[C@@H]1([C@H](CCCC1)C(=O)[O-])C(=O)[O-].[Ca+2] |o1:0,1| calcium (1R,2S)-rel-1,2-cyclohexanedicarboxylate